C[Si](C1C2=CC(=CC=C2C=2C=CC(=CC12)C(C)(C)C)C(C)(C)C)(C1C=CC=C1)C dimethyl-(cyclopentadienyl)(2,7-di-tert-butyl-9-fluorenyl)silicon